C1=CC=CC=2C3=CC=CC=C3C(C12)COC(=O)N[C@H](C(=O)OCC1=CC=CC=C1)CC1=CC=C(C=C1)C=1OC(=NN1)C benzyl (S)-2-((((9H-fluoren-9-yl)methoxy)carbonyl)amino)-3-(4-(5-methyl-1,3,4-oxadiazol-2-yl)phenyl)propanoate